The molecule is a phthalic acid monoester obtained by formal condensation of one of the carboxy groups of phthalic acid with the hydroxy group of 8-hydroxy-2,7-dimethyloctanoic acid. It is a dicarboxylic acid and a phthalic acid monoester. CC(CCCCC(C)C(=O)O)COC(=O)C1=CC=CC=C1C(=O)O